3-chlorobicyclo[4.2.0]octa-1(6),2,4-trien-2-ol ClC1=C(C=2CCC2C=C1)O